COC=1C=C2C(=CC=NC2=CC1OC)S(=O)C1=CC=C(C=C1)N1C(N(CC1=O)C=1C=NC=C(C1)C(F)(F)F)=O 3-{4-[(6,7-dimethoxy-4-quinolinyl)sulfinyl]phenyl}-1-[5-(trifluoromethyl)-3-pyridinyl]-2,4-imidazolidinedione